8-(2-{[(2R,7aS)-2-fluoro-hexahydropyrrolizin-7a-yl]methoxy}-8-fluoro-4-hydroxypyrido[4,3-d]pyrimidin-7-yl)-2-fluoro-6-[(triisopropylsilyl)oxy]naphthalen F[C@@H]1C[C@@]2(CCCN2C1)COC=1N=C(C2=C(N1)C(=C(N=C2)C=2C=C(C=C1C=CC(=CC21)F)O[Si](C(C)C)(C(C)C)C(C)C)F)O